tert-butyl 3-(2,7-dichloro-8-fluoropyrido[4,3-d]pyrimidin-4-yl)-1-(Ethoxymethyl)-3,8-diazabicyclo[3.2.1]octane-8-carboxylate ClC=1N=C(C2=C(N1)C(=C(N=C2)Cl)F)N2CC1(CCC(C2)N1C(=O)OC(C)(C)C)COCC